C(C)N1C(C(NCC1)C)C(S(=O)(=O)N)C 1-ethyl-3-methylpiperazin-2-yl-methyl-methanesulfonamide